2-(4-methoxyphenyl)-5-phenylOxazole-4-carboxylic acid ethyl ester C(C)OC(=O)C=1N=C(OC1C1=CC=CC=C1)C1=CC=C(C=C1)OC